2-((3,4-dichlorophenyl)amino)benzo[d]oxazol-5-ol ClC=1C=C(C=CC1Cl)NC=1OC2=C(N1)C=C(C=C2)O